methyl 9-(((3-(((benzyloxy) carbonyl)amino)-1-(tert-butoxycarbonyl)pyrrolidin-3-yl)methyl)amino)-3-methoxythieno[3,2-f]quinoxaline-8-carboxylate C(C1=CC=CC=C1)OC(=O)NC1(CN(CC1)C(=O)OC(C)(C)C)CNC1=C(SC2=C1C=1N=CC(=NC1C=C2)OC)C(=O)OC